BrC1=CC2=CN(N=C2C=C1F)C 5-bromo-6-fluoro-2-methyl-2H-indazole